NC1=NN=C(O1)C1=C(N[C@H](C)C=2C=C(C=C3C(C(=C(OC23)C2=CC=CC=C2)C)=O)C)C=CC=C1F 8-[(1R)-1-[2-(5-Amino-1,3,4-oxadiazol-2-yl)-3-fluoro-anilino]ethyl]-3,6-dimethyl-2-phenyl-chromen-4-one